C(CCCCCCCCCCCCCCCCC)[SiH2]O[SiH2]O[SiH2]O[SiH2]O[SiH2]O[SiH2]O[SiH2]O[SiH2]O[SiH3] octadecyl-nonasiloxane